1-Butyl-5-(diaminomethylene)-3-(2-(2,4-dioxo-1,3-diazaspiro[4.5]decan-1-yl)spiro[3.5]nonan-7-yl)pyrimidine-2,4,6(1H,3H,5H)-trione C(CCC)N1C(N(C(C(C1=O)=C(N)N)=O)C1CCC2(CC(C2)N2C(NC(C23CCCCC3)=O)=O)CC1)=O